((2R,3S,4R,5S)-5-(4-aminopyrrolo[2,1-f][1,2,4]triazin-7-yl)-2-cyano-3,4-dihydroxytetrahydrofuran-2-yl)methyl spiro[3.3]heptan-2-yl carbonate C(OC[C@]1(O[C@H]([C@@H]([C@@H]1O)O)C1=CC=C2C(=NC=NN21)N)C#N)(OC2CC1(C2)CCC1)=O